COC=1N=CC=C2C=CC(=NC12)NC1=CC=C(C=C1)C(C)NC1=NC=C(C=N1)CC(=O)O 2-(2-((1-(4-((8-methoxy-1,7-naphthyridin-2-yl)amino)phenyl)ethyl)amino)pyrimidin-5-yl)acetic acid